BrC=1C(=C(OC2CCC(CC2)CCCCN2C[C@H](CC2)C2=CC=C3C(=NN(C3=C2)C)C2C(NC(CC2)=O)=O)C=CC1)C 3-(6-((R)-1-(4-((1r,4s)-4-(3-bromo-2-methylphenoxy)cyclohexyl)butyl)pyrrolidin-3-yl)-1-methyl-1H-indazol-3-yl)piperidine-2,6-dione